tert-butyl 5-(4-methylpiperazin-1-yl)indoline-1-carboxylate CN1CCN(CC1)C=1C=C2CCN(C2=CC1)C(=O)OC(C)(C)C